BrCC1=C(C(=CC=C1)[N+](=O)[O-])CBr 1,2-dibromomethyl-3-nitrobenzene